triphenylene-2,3,6,7,10,11-hexaol C1=C(C(=CC=2C3=CC(=C(C=C3C3=CC(=C(C=C3C12)O)O)O)O)O)O